COC=1C=CC(=NC1)C(=O)N(C=1C=C(C=2N(C1)C(=CN2)C=2C=CC(=NC2)NC(OC)=O)C)C methyl N-[5-[6-[(5-methoxypyridine-2-carbonyl)-methyl-amino]-8-methyl-imidazo[1,2-a]pyridin-3-yl]-2-pyridyl]carbamate